C1OC=2C=C(N)C=CC2O1 3,4-METHYLENEDIOXYANILINE